C(CC)NC1(C(N)C(=C(C(=C1)[N+](=O)[O-])NCCC)[N+](=O)[O-])C(F)(F)F 2,5-dipropylamino-α,α,α-trifluoro-4,6-dinitro-o-toluidine